7-chloro-N-(3,5-dichlorophenyl)-4-methylquinazolin-2-amine ClC1=CC=C2C(=NC(=NC2=C1)NC1=CC(=CC(=C1)Cl)Cl)C